yttrium barium copper [Cu].[Ba].[Y]